7-fluoro-2-({5-[5-(trifluoromethyl)-1,2,4-oxadiazol-3-yl]pyridin-2-yl}methyl)-3,4-dihydroisoquinolin-1(2H)-one FC1=CC=C2CCN(C(C2=C1)=O)CC1=NC=C(C=C1)C1=NOC(=N1)C(F)(F)F